BrCC1=NC=C(C=N1)C(=O)OCC ethyl 2-(bromomethyl)pyrimidine-5-carboxylate